C-[3-(1-methyl-1H-imidazol-4-ylmethyl)-1H-indol-6-yl]-methylamine CN1C=NC(=C1)CC1=CNC2=CC(=CC=C12)CN